CN1CCC2(CCN(CC2)C2=CC=C(C=C2)NC2=NC=NC(=C2)N2OCC[C@@H]2C2=CC=CC=C2)CC1 (R)-N-(4-(9-methyl-3,9-diazaspiro[5.5]undecane-3-yl)phenyl)-6-(3-phenylisoxazolidin-2-yl)Pyrimidine-4-amine